tert-butyl (S*)-2-ethynyl-4-oxopiperidine-1-carboxylate C(#C)[C@H]1N(CCC(C1)=O)C(=O)OC(C)(C)C |o1:2|